tert-Butyl (2S,4R)-2-((2H-1,2,3-triazol-2-yl)methyl)-4-(5-(2-cyclopropyl-5-(trifluoromethoxy)phenyl)-1,3,4-oxadiazole-2-carboxamido)pyrrolidine-1-carboxylate N=1N(N=CC1)C[C@H]1N(C[C@@H](C1)NC(=O)C=1OC(=NN1)C1=C(C=CC(=C1)OC(F)(F)F)C1CC1)C(=O)OC(C)(C)C